(E)-N-(4-(N-(3-methylbenzyl)sulfamoyl)phenyl)-3-(pyridin-4-yl)acrylamide CC=1C=C(CNS(=O)(=O)C2=CC=C(C=C2)NC(\C=C\C2=CC=NC=C2)=O)C=CC1